(S)-1-((R)-3-amino-1-(4-((6-amino-9H-purin-9-yl)methyl)-6-(3-fluoro-4-methoxyphenyl)pyridin-3-yl)piperidin-3-yl)ethan-1-ol N[C@]1(CN(CCC1)C=1C=NC(=CC1CN1C2=NC=NC(=C2N=C1)N)C1=CC(=C(C=C1)OC)F)[C@H](C)O